8-methyl-3,4-diphenylisoquinolin-1(2H)-one CC=1C=CC=C2C(=C(NC(C12)=O)C1=CC=CC=C1)C1=CC=CC=C1